5-((3R)-7-(((tert-butyldiphenylsilyl)oxy)methyl)-3-methyl-10-oxo-1,2,3,4,7,8,9,10-octahydropyrido[4',3':3,4]Pyrazolo[1,5-a]Pyrazine-2-carbonyl)-2-chlorobenzonitrile [Si](C1=CC=CC=C1)(C1=CC=CC=C1)(C(C)(C)C)OCC1CNC(C=2N1N=C1C2CN([C@@H](C1)C)C(=O)C=1C=CC(=C(C#N)C1)Cl)=O